COC1=CC(=C(COC(=O)NC=2NC(C=3N=CN([C@H]4[C@H](O)[C@H](O)[C@@H](CO)O4)C3N2)=O)C=C1OC)[N+](=O)[O-] N2-(4,5-dimethoxy-2-nitrobenzyl)oxycarbonylguanosine